N1=NN=C(C=C1)C=1C(=C(C2=CC=CC=C2C1)N=NC1=CC=CC2=CC=CC=C12)C1=CC=CC=C1 triazinyl-phenylazonaphthalene